IC=1C=C2C=CNC(C2=CC1OC)=O 6-iodo-7-methoxyisoquinolin-1(2H)-one